N-(2-Fluoro-3-(5-(2-(((1r,4r)-4-(methylsulfonyl)cyclohexyl)-amino)pyrimidin-4-yl)-2-(3-(trifluoromethyl)bicyclo[1.1.1]pentan-1-yl)thiazol-4-yl)phenyl)-2-oxooxazolidine-3-sulfonamide FC1=C(C=CC=C1C=1N=C(SC1C1=NC(=NC=C1)NC1CCC(CC1)S(=O)(=O)C)C12CC(C1)(C2)C(F)(F)F)NS(=O)(=O)N2C(OCC2)=O